2-amino-3-(4-bromo-2,5-dimethoxyphenyl)propan-1-ol NC(CO)CC1=C(C=C(C(=C1)OC)Br)OC